C(C)(C)(C)C=1C=CC2=C(N=C(O2)C=2SC(=CC2)C=2OC3=C(N2)C=C(C=C3)C(C)(C)C)C1 2,5-bis(5'-tert-butyl-2-benzoxazolyl)thiophene